C(#N)C1=CC=C(C=N1)O[C@@H]1CC[C@H](CC1)NC(C(CCCOC1=C(C=CC(=C1)C)C)(C)C)=O trans-N-(4-((6-cyanopyridin-3-yl)oxy)cyclohexyl)-5-(2,5-dimethylphenoxy)-2,2-dimethylpentanamide